COC1=C(C(=CC=C1)OC)S(=O)(=O)NC1=NOC2=C1C(=CC(=C2)SC=2SC=CN2)OC 2,6-dimethoxy-N-(4-methoxy-6-(thiazol-2-ylthio)benzo[d]isoxazol-3-yl)benzenesulfonamide